C(CCCCCCCCC)(=O)OCCOC(=O)OC1=CC=C(C=C1)S(=O)(=O)[O-] 4-(2-decanoyloxyethoxycarbonyloxy)-benzenesulfonate